3-tert-Butyl-[1,2,4]oxadiazole-5-carboxylic acid {(S)-6-[2-(1-isopropyl-5-methyl-1H-pyrazol-4-yl)-3H-imidazo[4,5-b]pyridin-7-yl]-1,2,3,4-tetrahydro-naphthalen-1-yl}-amide C(C)(C)N1N=CC(=C1C)C1=NC=2C(=NC=CC2C=2C=C3CCC[C@@H](C3=CC2)NC(=O)C2=NC(=NO2)C(C)(C)C)N1